(E)-((2R,3S,4S,5R)-5-(4-amino-2-oxopyrimidin-1(2H)-yl)-3,4-dihydroxytetrahydrofuran-2-yl)methyl octadec-9-enoate C(CCCCCCC\C=C\CCCCCCCC)(=O)OC[C@H]1O[C@H]([C@H]([C@@H]1O)O)N1C(N=C(C=C1)N)=O